tert-butyl 6'-(benzyloxy)-5,6-dihydro-[3,3'-bipyridine]-1(2H)-carboxylate C(C1=CC=CC=C1)OC1=CC=C(C=N1)C=1CN(CCC1)C(=O)OC(C)(C)C